C1(CC1)CNC1=NC=CC(=C1)C=1OC=C(N1)C(=O)NC=1C(=NN(C1)C1CCC(CC1)N1C(CN(CC1)C(=O)OC(C)(C)C)=O)C(F)F tert-butyl 4-((1r,4r)-4-(4-(2-(2-((cyclopropylmethyl) amino) pyridin-4-yl) oxazole-4-carboxamido)-3-(difluoromethyl)-1H-pyrazol-1-yl) cyclohexyl)-3-oxopiperazine-1-carboxylate